C1(CC1)COC1CN(C1)[C@@H]1[C@@H](CCCC1)OC=1C=C2CN(C(C2=CC1)=O)C1C(NC(CC1)=O)=O 3-(5-(((1R,2S)-2-(3-(cyclopropylmethoxy)azetidin-1-yl)cyclohexyl)oxy)-1-oxoisoindolin-2-yl)piperidine-2,6-dione